(E)-3-(4-(((1-(3-Cyano-4-(4-cyano-3-fluorophenyl)-5-(1-methyl-1H-benzo[d][1,2,3]triazol-5-yl)pyridin-2-yl)piperidin-4-yl)amino)methyl)phenyl)-N-hydroxyacryl-amide formate C(=O)O.C(#N)C=1C(=NC=C(C1C1=CC(=C(C=C1)C#N)F)C1=CC2=C(N(N=N2)C)C=C1)N1CCC(CC1)NCC1=CC=C(C=C1)/C=C/C(=O)NO